N1C(CC1)CNC(=O)C1=CN(C(C=2N1C=1C=CC=CC1C2C)=O)C2CCCC2 N-(azetidin-2-ylmethyl)-2-cyclopentyl-10-methyl-1-oxo-1,2-dihydropyrazino[1,2-a]indole-4-carboxamide